N-(4-(3-fluoro-4-(trifluoromethyl)phenyl)-4,5,6,7-tetrahydropyrazolo[1,5-a]pyrimidin-6-yl)acrylamide FC=1C=C(C=CC1C(F)(F)F)N1C=2N(CC(C1)NC(C=C)=O)N=CC2